C1=NC=C(C2=CC=CC=C12)N1C(N[C@H](C1C#N)C)=O (5S)-3-(isoquinolin-4-yl)-5-methyl-2-oxoimidazoline-4-carbonitrile